FC1=C(NC=2N(C(C3=CC=NC=C3C2)=O)O)C=CC(=C1)I (2-fluoro-4-iodoanilino)-2-hydroxy-2,6-naphthyridin-1(2H)-one